COC(=O)C=1C=C(C2=C(NCCO2)C1)F 8-fluoro-3,4-dihydro-2H-1,4-benzoxazine-6-carboxylic acid methyl ester